F[C@@H]1CN2C=3C(=C(SC3C(N[C@H](C2)COC)=O)C=2C=NNC2)C1 (4S,7R)-4-fluoro-7-(methoxymethyl)-2-(1H-pyrazol-4-yl)-4,5,7,8-tetrahydro-3H-1-thia-5a,8-diazabenzo[cd]azulen-9(6H)-one